(2R,8aS)-7-(aminomethyl)-2-(2,3-dichloro-6-methoxyphenyl)-7-hydroxy-hexahydroindolizin-5-one NCC1(CC(N2C[C@H](C[C@H]2C1)C1=C(C(=CC=C1OC)Cl)Cl)=O)O